COC(=O)C=1N=C2N(C=C(N=C2)[Sn](CCCC)(CCCC)CCCC)C1C 3-methyl-6-(tributylstannyl)imidazo[1,2-a]pyrazine-2-carboxylic acid methyl ester